C(C1=CC=CC=C1)OC=1C=CC(=NC1)C(C(=O)N)(C)N1C[C@@H](C(CC1)(F)F)C1=CNC(C=C1)=O (5-(benzyloxy)pyridin-2-yl)-2-((s)-4,4-difluoro-3-(6-oxo-1,6-dihydropyridin-3-yl)piperidin-1-yl)propanamide